2-(difluoromethoxy)ethan-1-amine hydrochloride Cl.FC(OCCN)F